6-Chloro-1-[4-(dimethylamino)-2-isopropyl-3-pyridyl]-4-[(2S,5R)-2,5-dimethyl-4-prop-2-enoyl-piperazin-1-yl]-7-(2-fluoro-phenyl)pyrido[2,3-d]pyrimidin-2-one ClC1=CC2=C(N(C(N=C2N2[C@H](CN([C@@H](C2)C)C(C=C)=O)C)=O)C=2C(=NC=CC2N(C)C)C(C)C)N=C1C1=C(C=CC=C1)F